CN1CCC(CC1)O METHYLPIPERIDIN-4-OL